OC(CCCCCCC(C(=O)[O-])C(CCCCCCC)CCCCCCC)CCCCCCC(C(=O)[O-])C(CCCCCCC)CCCCCCC 7-hydroxytridecane-1,13-diylbis(3-heptyldecanoate)